7-{4-[(4-chloro-2-fluorophenyl)amino]piperidin-1-yl}-2,4-dimethyl-5-oxo-4H,5H-[1,3]thiazolo[5,4-b]pyridine-6-carbonitrile ClC1=CC(=C(C=C1)NC1CCN(CC1)C=1C2=C(N(C(C1C#N)=O)C)SC(=N2)C)F